S1C(=CC=C1)C1(CCC1)C#N 1-(Thiophen-2-yl)cyclobutane-1-carbonitrile